Cl.N[C@H](C(=O)O)CC1=CC=C(C=C1)C=1C2=C(N=CN1)N(C=C2)CC2=CC=C(C=C2)C2=CC(=CC=C2)OC (S)-2-amino-3-(4-(7-((3'-methoxy-[1,1'-biphenyl]-4-yl)methyl)-7H-pyrrolo[2,3-d]pyrimidin-4-yl)phenyl)propanoic acid hydrochloride